NCC1=CC=C(OCCCN(C)C)C=C1 3-(4-(aminomethyl)phenoxy)-N,N-dimethylpropan-1-amine